C1C(O1)CCl chloropropylene